N1(CCNCC1)C=1C=CC=NC1 5-piperazin-1-ylpyridin